BrC1=CC=C(C(=O)N(C)[C@H](C)C2=NNC(C3=CC(=C(C=C23)F)F)=O)C=C1 (R)-4-bromo-N-(1-(6,7-difluoro-4-oxo-3,4-dihydrophthalazin-1-yl)ethyl)-N-methylbenzamide